6-[(3-fluoro-5-meth-ylsulfonylphenyl)-methyl]-2-azaspiro-[3.3]heptane FC=1C=C(C=C(C1)S(=O)(=O)C)CC1CC2(CNC2)C1